m-toluenedicarbonitrile CC1(CC(=CC=C1)C#N)C#N